1-(3,5-dimethylphenyl)-5-(p-tolyl)isoquinoline CC=1C=C(C=C(C1)C)C1=NC=CC2=C(C=CC=C12)C1=CC=C(C=C1)C